C(C=C)(=O)N1C[C@@H](N(CC1)C=1C2=C(N(C(N1)=O)C1=C(C=CC=C1S(=O)(=O)C)Cl)N=C(C(=C2)F)C2=C(C=CC=C2O)F)C 4-((S)-4-Acryloyl-2-methylpiperazin-1-yl)-1-(2-chloro-6-(methylsulfonyl)phenyl)-6-fluoro-7-(2-Fluoro-6-hydroxyphenyl)pyrido[2,3-d]pyrimidin-2(1H)-one